CC1(OB(OC1(C)C)C1=CC(CCC1)=O)C 3-(4,4,5,5-tetramethyl-1,3,2-dioxaborolan-2-yl)cyclohex-2-en-1-one